tert-butyl 3-{[2-(4-bromophenyl) imidazo[1,2-a]pyrimidin-3-yl] methyl}-3,8-diazabicyclo[3.2.1]octane-8-carboxylate BrC1=CC=C(C=C1)C=1N=C2N(C=CC=N2)C1CN1CC2CCC(C1)N2C(=O)OC(C)(C)C